(3,4-Dichlorophenyl)(4,5,6,9,10,12-hexahydro-11H-pyrido[4',3':3,4]pyrazolo[1,5-a][1,3]-thiazolo[4,5-c]azepin-11-yl)methanone ClC=1C=C(C=CC1Cl)C(=O)N1CC=2C(=NN3C2C2=C(CCC3)SC=N2)CC1